NC(C(=O)N)C1=CC=C(C=C1)Br 2-amino-2-(4-bromophenyl)acetamide